C1C(\C=C/CCCCCCCCCCCCC)C(=O)OC1=O cis-3-heptadecene-1,2-dicarboxylic acid anhydride